tert-butyl 6-cyano-7-fluoro-3,4-dihydroisoquinoline-2(1H)-carboxylate C(#N)C=1C=C2CCN(CC2=CC1F)C(=O)OC(C)(C)C